2-(3,4-dimethylphenyl)-1-(phenylethynyl)-1,2,3,4-tetrahydroisoquinoline CC=1C=C(C=CC1C)N1C(C2=CC=CC=C2CC1)C#CC1=CC=CC=C1